NC1=NC(N(C=C1)[C@H]1C[C@@H]([C@@](O1)(C#N)CO)O)=O (2R,3S,5R)-5-(4-amino-2-oxopyrimidin-1(2H)-yl)-3-hydroxy-2-(hydroxymethyl)tetrahydrofuran-2-carbonitrile